5-Chloro-2-((1-methyl-1H-pyrazol-5-yl)amino)pyrimidin ClC=1C=NC(=NC1)NC1=CC=NN1C